benzyl (S)-3-acetoxypyrrolidine-1-carboxylate C(C)(=O)O[C@@H]1CN(CC1)C(=O)OCC1=CC=CC=C1